C[Si](C)(C)C(O[Si](OC)(OC)CCCN)[Si](C)(C)C bis(trimethylsilyl)-3-aminopropyltrimethoxysilane